Bis(benzene) chromium [Cr].C1=CC=CC=C1.C1=CC=CC=C1